FC=1C=C(C=CC1)N1[C@H]2[C@@H](CCC1)N(CC2)C2=NC=CC(=C2)N2CCC(CC2)COCCO 2-[(1-{2-[(3aR,7aR)-4-(3-fluorophenyl)-hexahydro-2H-pyrrolo[3,2-b]pyridin-1-yl]pyridin-4-yl}piperidin-4-yl)methoxy]ethanol